C(C)(C)(C)[S@@](=O)NC(CC)C1(CCCC1)C(=O)OC methyl 1-(1-(((R)-tert-butylsulfinyl)amino)propyl)cyclopentane-1-carboxylate